5-fluoro-2-((trans-4-(4-(trifluoromethyl)phenethyl)pyrrolidin-3-yl)oxy)pyrimidine FC=1C=NC(=NC1)O[C@@H]1CNC[C@H]1CCC1=CC=C(C=C1)C(F)(F)F